N(=C=O)C1=C(C=CC2=C1CCO2)C2=CC(=NC=C2)OC 4-(4-isocyanato-2,3-dihydrobenzofuran-5-yl)-2-methoxy-pyridine